NC1=C(C(=NN1C(C)C)C1=C(C(=C(C=C1)CC(=O)NC1=CC(=NO1)CC(C)(C)C)Cl)F)C(=O)N 5-Amino-3-[3-chloro-4-[2-[[3-(2,2-dimethylpropyl)isoxazol-5-yl]amino]-2-oxo-ethyl]-2-fluorophenyl]-1-isopropyl-pyrazole-4-carboxamide